N,N,2-trimethyl-4-(2-(8-methyl-1,2,3,4-tetrahydroisoquinolin-6-yl)-5H-pyrrolo[2,3-b]pyrazin-7-yl)benzamide CN(C(C1=C(C=C(C=C1)C1=CNC2=NC=C(N=C21)C=2C=C1CCNCC1=C(C2)C)C)=O)C